7-bromo-1,2-dihydropyrido[2,3-b]pyrazin-3(4H)-one BrC1=CC2=C(NC(CN2)=O)N=C1